2,2'-(1,4-dioxo-1,4,6,7-tetrahydronaphthalene-2,3-diyl)bis(isoindoline-1,3-dione) O=C1C(=C(C(C2=CCCC=C12)=O)N1C(C2=CC=CC=C2C1=O)=O)N1C(C2=CC=CC=C2C1=O)=O